COC(=O)[C@H]1N(C(CC1)CC=O)C(=O)OC(C)(C)C (2S)-5-(2-oxoethyl)pyrrolidine-1,2-dicarboxylic acid 1-(tert-butyl) 2-methyl ester